5-chloro-2-(3,5-dimethylphenyl)-3-methylpyrazine ClC=1N=C(C(=NC1)C1=CC(=CC(=C1)C)C)C